(3,5,5-trimethylcyclohex-2-en-1-ylidene)malononitrile CC1=CC(CC(C1)(C)C)=C(C#N)C#N